[Si](C)(C)(C(C)(C)C)OC=1C=C(C=CC1)C(CC#C)O [3-[tert-butyl(dimethyl)silyl]oxyphenyl]but-3-yn-1-ol